N1N=C(N=C1)[C@@H](C)N1C(N=C(C2=CC=C(C=C12)Cl)N(C)C)=O |r| (±)-1-(1-(1H-1,2,4-triazol-3-yl)ethyl)-7-chloro-4-(dimethylamino)quinazolin-2(1H)-one